((2-(((3S,6S,10aS)-3-((1-(cyclopropoxy-carbonyl)azetidin-3-yl)carbamoyl)-5-oxodecahydro-pyrrolo[1,2-a]azocin-6-yl)carbamoyl)benzo[b]thiophen-5-yl)fluoromethyl)phosphonic acid C1(CC1)OC(=O)N1CC(C1)NC(=O)[C@@H]1CC[C@H]2N1C([C@H](CCCC2)NC(=O)C2=CC1=C(S2)C=CC(=C1)C(F)P(O)(O)=O)=O